N-(7-chloro-quinolin-8-yl)-3,6-dimethyl-pyrazine-2-sulfonamide ClC1=CC=C2C=CC=NC2=C1NS(=O)(=O)C1=NC(=CN=C1C)C